1,2,3-tri-O-galloyl-β-D-glucopyranose C(C1=CC(O)=C(O)C(O)=C1)(=O)O[C@H]1[C@H](OC(C2=CC(O)=C(O)C(O)=C2)=O)[C@@H](OC(C2=CC(O)=C(O)C(O)=C2)=O)[C@H](O)[C@H](O1)CO